(S)-4-(2-(4-Fluorobenzamido)-3-phenylpropanamido)benzene-1-sulfonyl chloride FC1=CC=C(C(=O)N[C@H](C(=O)NC2=CC=C(C=C2)S(=O)(=O)Cl)CC2=CC=CC=C2)C=C1